2,4,4-trimethylcyclohexane CC1CCCC(C1)(C)C